BrC1=C(N=C2N(C1=O)C=CS2)N[C@@H]2C[C@@H](CN(C2)C)C2=CC=C(OCC1CCN(CC1)C1=C3C(N(C(C3=CC=C1)=O)C1C(NC(CC1)=O)=O)=O)C=C2 4-[4-[[4-[(3R,5R)-5-[(6-bromo-5-oxo-thiazolo[3,2-a]pyrimidin-7-yl)amino]-1-methyl-3-piperidyl]phenoxy]methyl]-1-piperidyl]-2-(2,6-dioxo-3-piperidyl)isoindoline-1,3-dione